CN1CCN(CC1)C1=CC=C(C=C1)C1=CC(=NC(=N1)C=1C=NC=CC1)N1CCC(CC1)CO (1-(6-(4-(4-methylpiperazin-1-yl)phenyl)-2-(pyridin-3-yl)pyrimidin-4-yl)piperidin-4-yl)methanol